C(C)(C)(C)OC(N[C@H](C(=O)NC)[C@@H](C)OCC1=CC(=CC=C1)O)=O ((2s,3r)-3-((3-hydroxybenzyl)oxy)-1-(methylamino)-1-oxobutan-2-yl)carbamic acid tert-butyl ester